C(C)O[Sn] ethoxytin